1,2,3,3-tetrakis(2,2,3,3-tetrafluoropropoxy)-4,4,5,5-tetrafluorocyclopentene FC(COC1=C(C(C(C1(F)F)(F)F)(OCC(C(F)F)(F)F)OCC(C(F)F)(F)F)OCC(C(F)F)(F)F)(C(F)F)F